tert-Butyl (1S,4S)-5-[4-(3-bromo-2-fluoro-4-hydroxy-anilino)pyrido[3,2-d]pyrimidin-6-yl]-2,5-diazabicyclo[2.2.1]heptane-2-carboxylate BrC=1C(=C(NC=2C3=C(N=CN2)C=CC(=N3)N3[C@@H]2CN([C@H](C3)C2)C(=O)OC(C)(C)C)C=CC1O)F